tert-butyl (R)-(2-(4-(1-hydroxyethyl)benzamido)phenyl)carbamate O[C@H](C)C1=CC=C(C(=O)NC2=C(C=CC=C2)NC(OC(C)(C)C)=O)C=C1